(3R)-N-(2-cyclohexylethyl)-7-hydroxy-1,2,3,4-tetrahydroisoquinoline-3-carboxamide C1(CCCCC1)CCNC(=O)[C@@H]1NCC2=CC(=CC=C2C1)O